C(C)N(CCC1=CNC2=CC=CC(=C12)OC(C)=O)C acetic acid 3-(2-(ethyl (methyl) amino) ethyl)-1H-indol-4-yl ester